CSC=1N=CC(=NC1)C(=O)NC1=CC=C(C=C1)[C@H]1CNCCC1 (S)-5-(Methylthio)-N-(4-(piperidin-3-yl)-phenyl)-pyrazin-2-carboxamid